[N+](=O)([O-])C1=CC=C(OC(=O)OCC(=O)OC(C)(C)C)C=C1 tert-butyl 2-(((4-nitrophenoxy)carbonyl)oxy)acetate